(8-((1-(1-methylpiperidin-4-yl)-1H-pyrazol-4-yl)amino)imidazo[1,2-a]pyridin-3-yl)-N-(3-(trifluoromethyl)phenyl)benzamid CN1CCC(CC1)N1N=CC(=C1)NC=1C=2N(C=CC1)C(=CN2)C2=C(C(=O)NC1=CC(=CC=C1)C(F)(F)F)C=CC=C2